[Fe]=S.[SH3+].[Nb+5] niobium sulfonium iron sulfide